ClC=1C=C(C=C(C1OC1CC1)C#N)N(C1=CC=C(C=C1)C=1C=C2N=CC(=NC2=CC1)NS(=O)(=O)C)C N-(6-(4-((3-chloro-5-cyano-4-cyclopropoxyphenyl)(methyl)amino)phenyl)quinoxalin-2-yl)methanesulfonamide